(2S,4S)-4-fluoro-1-[2-[4-(3-quinolylamino)-1-piperidyl]acetyl]pyrrolidine-2-carbonitrile F[C@H]1C[C@H](N(C1)C(CN1CCC(CC1)NC=1C=NC2=CC=CC=C2C1)=O)C#N